N-(3,4-dihydroxy-9,10-dioxo-9,10-dihydroanthracen-2-yl)naphthalene-1-sulfonamide tert-butyl-(5-chloro-2-oxo-1,2-dihydropyridin-3-yl)carbamate C(C)(C)(C)N(C(O)=O)C=1C(NC=C(C1)Cl)=O.OC=1C(=CC=2C(C3=CC=CC=C3C(C2C1O)=O)=O)NS(=O)(=O)C1=CC=CC2=CC=CC=C12